FC1=C(C#N)C(=CC=C1)N1C=NC(=C1)C1=NC(=NC=C1C(F)(F)F)NC1CCN(CC1)S(=O)(=O)C 2-Fluoro-6-(4-(2-((1-(methylsulfonyl)piperidin-4-yl)amino)-5-(trifluoro-methyl)pyrimidin-4-yl)-1H-imidazol-1-yl)benzonitrile